Methyl (S)-3-cyclopropyl-2-(2-((S)-1-(2,3-difluorobenzyl)-5-thioxopyrrolidin-2-yl)acetamido)propanoate C1(CC1)C[C@@H](C(=O)OC)NC(C[C@H]1N(C(CC1)=S)CC1=C(C(=CC=C1)F)F)=O